BrC(C(=O)O)C1=C(C=CC=C1)OC 2-bromo-2-(2-methoxyphenyl)acetic acid